Phytantriol CC(C)CCCC(C)CCCC(C)CCCC(C)(O)C(O)CO